CC1=C(C=CC=C1B1OC(C(O1)(C)C)(C)C)C1=CC=2N(C=C1)C(=NN2)C2=CC=C(CN1[C@H](CCC1)C(=O)OC(C)(C)C)C=C2 tert-butyl (4-(7-(2-methyl-3-(4,4,5,5-tetramethyl-1,3,2-dioxaborolan-2-yl)phenyl)-[1,2,4]triazolo[4,3-a]pyridin-3-yl)benzyl)-D-prolinate